OCC1=CC=C(C=C1)C1=C(C(=O)N)C=CC=C1 (4-(hydroxymethyl)phenyl)benzamide